(S)-3-(5-(5-chloropyrazolo[1,5-a]pyrimidin-3-yl)-1-oxoisoindolin-2-yl)piperidine-2,6-dione ClC1=NC=2N(C=C1)N=CC2C=2C=C1CN(C(C1=CC2)=O)[C@@H]2C(NC(CC2)=O)=O